CS(=O)(=O)OC(CCCC(=O)OC(COC(CCCCCCC)=O)COC(CCCCCCC)=O)CCCC(=O)OC(COC(CCCCCCC)=O)COC(CCCCCCC)=O bis(1,3-bis(Octanoyloxy)propan-2-yl) 5-((methylsulfonyl)oxy)nonanedioate